2-((3-(4-propylbenzyl)-1,2,4-oxadiazol-5-yl)methyl)acrylic acid C(CC)C1=CC=C(CC2=NOC(=N2)CC(C(=O)O)=C)C=C1